(3-chlorophenyl)pyridine-formaldehyde ClC=1C=C(C=CC1)C=1C(=NC=CC1)C=O